7'-bromo-2,2,5'-trifluoro-2',3'-dihydrospiro[cyclopropane-1,1'-indene]-4'-carboxylic acid methyl ester COC(=O)C=1C=2CCC3(C2C(=CC1F)Br)C(C3)(F)F